NC1=NC(N(C2=CC=C(C=C12)C(F)(F)F)CC(F)(F)F)=O 4-amino-1-(2,2,2-trifluoroethyl)-6-(trifluoromethyl)quinazolin-2-one